P-DIAZOBENZENESULFONIC ACID C1=CC(=CC=C1[N+]#N)S(=O)(=O)[O-]